3-[3-[(2R,6S)-2,6-dimethylpiperazin-1-yl]-N-methyl-anilino]piperidine-2,6-dione C[C@H]1N([C@H](CNC1)C)C=1C=C(N(C)C2C(NC(CC2)=O)=O)C=CC1